2-(pyridyldithio)ethylamine hydrochloride C1=CC=NC(=C1)SSCCN.Cl